melissyl pentadecanoate C(CCCCCCCCCCCCCC)(=O)OCCCCCCCCCCCCCCCCCCCCCCCCCCCCCC